Cl.C(C(=C)C)(=O)O methacrylate hydrochloric acid salt